CC1CC(OCC1)C=C(C)C 4-Methyl-2-(2-methyl-1-propenyl)tetrahydropyran